3-[7-(2-azaspiro[4.5]decan-8-yl)-1-methyl-indazol-3-yl]piperidine-2,6-dione C1NCCC12CCC(CC2)C=2C=CC=C1C(=NN(C21)C)C2C(NC(CC2)=O)=O